N-(2-(2,6-dioxopiperidin-3-yl)-1,3-dioxoisoindolin-5-yl)methanesulfonamide O=C1NC(CCC1N1C(C2=CC=C(C=C2C1=O)NS(=O)(=O)C)=O)=O